NC(C(C(CC1=CC=CC=C1)NC(=O)C=1C(=NN(C1)C)C1=CC=CC=2OC(OC21)(F)F)=O)=O N-(4-AMINO-3,4-DIOXO-1-PHENYLBUTAN-2-YL)-3-(2,2-DIFLUOROBENZO[D][1,3]DIOXOL-4-YL)-1-METHYL-1H-PYRAZOLE-4-CARBOXAMIDE